(3S)-N-cyclobutyl-3-({5-cyclopentyl-1-[2-(trifluoromethyl)pyridin-3-yl]-1H-1,2,4-triazol-3-yl}formamido)-5-(3,3-difluoropiperidin-1-yl)pentanamide C1(CCC1)NC(C[C@H](CCN1CC(CCC1)(F)F)NC(=O)C1=NN(C(=N1)C1CCCC1)C=1C(=NC=CC1)C(F)(F)F)=O